N1=CC(=CC=C1)C=1C(=NON1)C(=O)O 4-(3-pyridyl)-1,2,5-oxadiazoleformic acid